COCCN1N=CC=C1N (2-methoxyethyl)-1H-pyrazol-5-amine